2-cyclohexyl phenyl ketone C1(=CC=CC=C1)C(=O)C1CCCCC1